O=C1O[C@H](CN1C1=NC2=C(OCC(N2)=O)N=C1)CN1C(C2=CC=CC=C2C1=O)=O (S)-2-((2-oxo-3-(3-oxo-3,4-dihydro-2H-pyrazino[2,3-b][1,4]oxazin-6-yl)oxazolidin-5-yl)methyl)isoindoline-1,3-dione